[2-(2-chloro-5-fluorophenyl)-3-hydroxycyclohexyl]-3-fluoro-5-(trifluoromethyl)benzamide ClC1=C(C=C(C=C1)F)C1C(CCCC1O)C1=C(C(=O)N)C=C(C=C1F)C(F)(F)F